NC1=NC=2C=C(C(=CC2C2=C1[C@H](OC2)C)C(=O)N(C2CCC1=NC(=CC=C12)C(F)(F)F)C=1C=NN(C1)C)F (3R)-4-amino-7-fluoro-3-methyl-N-(1-methyl-1H-pyrazol-4-yl)-N-(2-(trifluoromethyl)-6,7-dihydro-5H-cyclopenta[b]pyridin-5-yl)-1,3-dihydrofuro[3,4-c]quinolin-8-carboxamide